FC1=C(C=CC=C1)C1=NN(C=C1C=1C2=C(N=CN1)C=C(C(=N2)NCC2=CC=C(C=C2)OC)OC)C 4-[3-(2-fluorophenyl)-1-methyl-1H-pyrazol-4-yl]-7-methoxy-N-[(4-methoxyphenyl)methyl]pyrido[3,2-d]pyrimidin-6-amine